(3S,4R)-3,4-dihydro-2H-pyran-3,4-diyl diacetate C(C)(=O)O[C@H]1COC=C[C@H]1OC(C)=O